C(C)(C)(C)OC(NC1=CN=CC2=C(C=CC=C12)C1=CC(=CC(=C1)Cl)Cl)=O.FC(C)(F)C1=NC=C(C(=N1)OC1=CC=CC=C1)C(=O)N[C@@H](/C=C/S(=O)(=O)C)CC(F)(F)F (R,E)-2-(1,1-difluoroethyl)-4-phenoxy-N-(5,5,5-trifluoro-1-(methylsulfonyl)pent-1-en-3-yl)pyrimidine-5-carboxamide tert-butyl-N-[8-(3,5-dichlorophenyl)-4-isoquinolyl]carbamate